racemic-1-(4-(2,3-dimethylphenyl)piperazin-1-yl)-2-(5-fluoro-3-(pyrrolidine-1-carbonyl)-4,5,6,7-tetrahydro-1H-indazol-1-yl)ethanone CC1=C(C=CC=C1C)N1CCN(CC1)C(CN1N=C(C=2C[C@@H](CCC12)F)C(=O)N1CCCC1)=O |r|